C(C1=CC=CC=C1)N1[C@@H]2[C@H](OCC1)CN(CC2)CC(C(=O)OC(C)(C)C)(C)C tert-butyl 3-((4aR,8aS)-1-benzylhexahydro-1H-pyrido[3,4-b][1,4]oxazin-6(7H)-yl)-2,2-dimethylpropionate